ClC1=NC(=C2C(=N1)N(N=C2)[C@H]2[C@@H]([C@@H]([C@H](O2)COCP(O)(O)=O)O)O)N[C@H]2C(CCC2)(C)C ((((2R,3S,4R,5R)-5-(6-chloro-4-(((R)-2,2-dimethylcyclopentyl)amino)-1H-pyrazolo[3,4-d]pyrimidin-1-yl)-3,4-dihydroxytetrahydrofuran-2-yl)methoxy)methyl)phosphonic acid